ClC1=CC=C(CN2CC(CCC2)C2=CC=NC=3N2N=C(C3CNCCC3=CC=C(C=C3)OC)C)C=C1 N-((7-(1-(4-Chlorobenzyl)piperidin-3-yl)-2-methylpyrazolo[1,5-a]pyrimidin-3-yl)methyl)-2-(4-methoxyphenyl)ethan-1-amine